methyl 6-(3,6-dihydro-2H-pyran-4-yl)-1H-indazole-3-carboxylate O1CCC(=CC1)C1=CC=C2C(=NNC2=C1)C(=O)OC